ClC1=CC=C(C(=N1)C(=O)O)N[C@@H](C)C=1C=C(C=C2C(N(C(=NC12)N1CCC(CC1)(F)F)CC)=O)C (S)-6-chloro-3-((1-(2-(4,4-difluoropiperidin-1-yl)-3-ethyl-6-methyl-4-oxo-3,4-dihydroquinazolin-8-yl)ethyl)amino)picolinic acid